(S)-tert-butyl (2-amino-1-phenylethyl)(methyl)carbamate NC[C@H](C1=CC=CC=C1)N(C(OC(C)(C)C)=O)C